N-(6-(3-(Difluoromethyl)-5-(4-methyl-5-oxo-4,5-dihydro-1,3,4-oxadiazol-2-yl)-1H-pyrazol-1-yl)pyridin-3-yl)-2,6-difluorobenzamide FC(C1=NN(C(=C1)C=1OC(N(N1)C)=O)C1=CC=C(C=N1)NC(C1=C(C=CC=C1F)F)=O)F